Methylen bis(chlorosulfate) S(=O)(=O)(OCOS(=O)(=O)Cl)Cl